3-(trifluoromethyl)phenylmethylideneacetone FC(C=1C=C(C=CC1)C=CC(C)=O)(F)F